ClC=1C(=C(C(=CC1)F)C1=C(C(=NN(C1=O)C)C)OC(C(C)C)=O)\C=C\C1=CC=C(C=C1)C#N 2-Methylpropanoic acid [5-[3-chloro-2-[(E)-2-(4-cyanophenyl) vinyl]-6-fluoro-phenyl]-1,3-dimethyl-6-oxo-pyridazin-4-yl] ester